O=C1NC(CCC1N1C(N(C2=C1C=CC=C2CCC)C)=O)=O 3-[1-(2,6-dioxo-3-piperidinyl)-3-methyl-2-oxo-benzimidazol-4-yl]Propane